2-(trans-4-aminocyclohexyl)acetic isopropyl ester C(C)(C)OC(C[C@@H]1CC[C@H](CC1)N)=O